CN1C(=CC=2C1=NC(=CC2)CC2CC1(CN(C1)C(=O)C1CC(C1)(C)O)C2)C (6-((1,2-dimethyl-1H-pyrrolo[2,3-b]pyridin-6-yl)methyl)-2-azaspiro[3.3]hept-2-yl)((1s,3s)-3-hydroxy-3-methylcyclobutyl)methanone